[5-(2,4-difluorophenyl)isoxazol-3-yl]-[4-(1-methylpyrazol-4-yl)-5,7-dihydro-4H-isothiazolo[5,4-c]pyridin-6-yl]methanone FC1=C(C=CC(=C1)F)C1=CC(=NO1)C(=O)N1CC2=C(C(C1)C=1C=NN(C1)C)C=NS2